2-isopropyl-5-methylcyclohexyl 4-(dimethylamino)-4-oxobutanoate CN(C(CCC(=O)OC1C(CCC(C1)C)C(C)C)=O)C